OC1=C(C=C(C(=C1)OC)OC)C=1C(OC2=CC(=CC=C2C1)OC)=O 3-(2-hydroxy-4,5-dimethoxyphenyl)-7-methoxycoumarin